2-(6-fluoroindol-1-yl)ethyl methanesulfonate CS(=O)(=O)OCCN1C=CC2=CC=C(C=C12)F